azofurazan diacetate C(C)(=O)O.C(C)(=O)O.N(=NC1=NON=C1)C1=NON=C1